[Si](C)(C)(C(C)(C)C)OC1=CC=C(C=C1)/C(=C\1/C(NC2=CC=C(C=C12)C(=O)OC)=O)/NC1=CC=C(C=C1)N(C(CN1CCN(CC1)C)=O)C methyl (Z)-3-((4-((tert-butyldimethylsilyl)oxy)phenyl)((4-(N-methyl-2-(4-methylpiperazin-1-yl)acetamido)phenyl)amino)methylene)-2-oxoindoline-5-carboxylate